1-chloro-6,7-dihydro-5H-cyclopenta[c]pyridin ClC1=NC=CC2=C1CCC2